2-(((3-(trifluoromethyl)pyridin-2-yl)oxy)methyl)-7-azaspiro[3.5]nonane FC(C=1C(=NC=CC1)OCC1CC2(C1)CCNCC2)(F)F